NC(CC(=O)N1CC=2N(CC1)C(=NN2)C(F)(F)F)CC2=C(C=C(C(=C2)F)F)F 3-amino-1-[3-(trifluoromethyl)-5,6,7,8-tetrahydro-1,2,4-triazolo[4,3-a]pyrazin-7-yl]-4-(2,4,5-trifluorophenyl)butan-1-one